(S)-N-(1-(2,4-difluorophenyl)ethyl)-2-(2,4-dioxo-1,4-dihydropyrido[2,3-d]pyrimidin-3(2H)-yl)acetamide FC1=C(C=CC(=C1)F)[C@H](C)NC(CN1C(NC2=C(C1=O)C=CC=N2)=O)=O